C(C)(C)(CC)OCC ethyl tertiary amyl ether